BrC=1C=C(ON(C(NC(C(=O)NCC(F)(F)F)(C)C)=O)CC)C=C(C1)C(F)(F)F 2-{3-[3-bromo-5-(trifluoromethyl)phenoxy]-3-ethylureido}-2-methyl-N-(2,2,2-trifluoroethyl)propanamide